Cl.Cl.N[C@H](CN1CCC2(C(=NNC(O2)=O)C2=C(C=C(C=C2)F)Br)CC1)C (S)-9-(2-aminopropyl)-5-(2-bromo-4-fluorophenyl)-1-oxa-3,4,9-triazaspiro[5.5]undec-4-en-2-one dihydrochloride